CC1=NC(=C(C(=C1C(=O)OCCN(C)CC1=CC=CC=C1)C1=CC=CC=C1)C(=O)OC)C 3-(2-(benzyl(methyl)amino)ethyl) 5-methyl 2,6-dimethyl-4-phenylpyridine-3,5-dicarboxylate